COC1=C(C(=NC(=N1)C1=NC=CC(=C1)SC)NC1=CC=C(C=C1)C)C(F)(F)F 6-methoxy-N-(4-methylphenyl)-2-(4-methylthio-2-pyridyl)-5-(trifluoromethyl)-4-pyrimidinamine